Cl\C(=C\I)\C1=CC=C(C=C1)Cl (E)-1-(1-chloro-2-iodovinyl)-4-chlorobenzene